N,4,6-trimethylpyridinecarboxamide CNC(=O)C1=NC(=CC(=C1)C)C